2-((3,4-Dihydroisoquinolin-2(1H)-yl)methyl)-5-((2-(pyridin-3-ylsulfonyl)-2-azaspiro[3.3]heptan-6-yl)oxy)-4H-pyran-4-one C1N(CCC2=CC=CC=C12)CC=1OC=C(C(C1)=O)OC1CC2(CN(C2)S(=O)(=O)C=2C=NC=CC2)C1